di(4-pyridyl)biphenyl N1=CC=C(C=C1)C1=CC=C(C=C1)C1=CC=C(C=C1)C1=CC=NC=C1